OC(C1=CC=CC=C1)N1S(C2=C(C1)C=CC=C2)=O 2-(hydroxybenzyl)benzo[d]isothiazolone